CNC(=O)C1=CC(=CC=2[C@H](COC21)C2=CC=CC=C2)C(=O)NCC[C@@H]2CNCCO2 |&1:9| (+/-)-N7-Methyl-N5-(2-((R)-morpholin-2-yl)ethyl)-3-phenyl-2,3-dihydrobenzofuran-5,7-dicarboxamid